1-(5-(benzofuran-5-ylsulfonyl)-3,4,5,6-tetrahydropyrrolo[3,4-c]pyrrol-2(1H)-yl)-3-hydroxy-2-phenylpropan-1-one O1C=CC2=C1C=CC(=C2)S(=O)(=O)N2CC1=C(C2)CN(C1)C(C(CO)C1=CC=CC=C1)=O